ClC=1C(=C(N2N=C(N=CC21)NC=2N(COC2)O)C(C)C(C)(F)F)C#N 5-chloro-7-(3,3-difluorobutan-2-yl)-2-{[(3S,4R)-3-hydroxyoxazol-4-yl]amino}pyrrolo[2,1-f][1,2,4]triazine-6-carbonitrile